tert-butyl ((Z)-7-methyl-2-oxoazepan-3-yl)carbamate CC1CCCC(C(N1)=O)NC(OC(C)(C)C)=O